diisobutyl 2-tetradecyl-2-ethylsuccinate C(CCCCCCCCCCCCC)C(C(=O)OCC(C)C)(CC(=O)OCC(C)C)CC